C(C)(C)(C)C1=CC=CC2=C1C=C(S2)NC2=CC=C(C=C2)C(C)(C)C N-(4-tert-butyl-2-benzothienyl)-4-tert-butylphenylamine